[Si](C)(C)(C(C)(C)C)OCCCCCCCC#CC1=CC=NC=C1 4-(9-((tert-butyldimethylsilyl)oxy)non-1-yn-1-yl)pyridin